Tert-butyl 4-(5-methyl-7-oxo-4,7-dihydro-[1,2,4]triazolo[1,5-a]pyrimidin-6-yl)piperazine-1-carboxylate CC=1NC=2N(C(C1N1CCN(CC1)C(=O)OC(C)(C)C)=O)N=CN2